C(=O)(O)C(CC(=O)O)N(C(C(CC(=O)N)S(=O)(=O)O)=O)CCCCCCCCCCCCCCCCCC.[Na].[Na].[Na].[Na] tetrasodium N-(1,2-dicarboxyethyl)-N-octadecylsulfosuccinamide